N(=O)[O-].[Pd+2].N(=O)[O-] palladium nitrite